NC1CN(CC1)C(=O)C=1SC(=CC1C)C1=CC=C(C=C1)[C@@H](NC1=CC=CC=C1)C (S)-(3-aminopyrrolidin-1-yl){3-methyl-5-[4-(methylphenylaminomethyl)phenyl]thiophen-2-yl}methanone